methyl 2-nitro-3-((tetrahydro-2H-pyran-4-yl)oxy)isonicotinate [N+](=O)([O-])C=1C(=C(C(=O)OC)C=CN1)OC1CCOCC1